N1(C=NC=C1)C(=O)OCC1=C(C=CC(=C1)C(=O)OC)[N+](=O)[O-] 5-(Methoxycarbonyl)-2-nitrobenzyl 1H-imidazole-1-carboxylate